N1(CCC1)C1CCN(CC1)C1=C(C(=O)OC)C=C(C=C1)NC=1N=C(C2=C(N1)SC=C2C)NC2=NC(=CC=C2)C(C)(C)O Methyl 2-(4-(azetidin-1-yl)piperidin-1-yl)-5-((4-((6-(2-hydroxypropan-2-yl)pyridin-2-yl) amino)-5-methylthieno[2,3-d]pyrimidin-2-yl)amino)benzoate